4-(tert-butyl)phenyl N,P-diphenylphosphonamidate C1(=CC=CC=C1)NP(OC1=CC=C(C=C1)C(C)(C)C)(=O)C1=CC=CC=C1